C(C)(C)(C)OC(=O)NC1CCC1 trans-3-(tert-butoxycarbonylamino)cyclobutane